tert-butyl ((1R,4R)-4-(5-(2-methyl-4-phenoxyphenyl)-4-oxo-4,5-dihydro-3H-1-thia-3,5,8-triazaacenaphthylene-2-carboxamido)cyclohexyl)carbamate CC1=C(C=CC(=C1)OC1=CC=CC=C1)N1C(NC2=C(SC=3N=CC=C1C32)C(=O)NC3CCC(CC3)NC(OC(C)(C)C)=O)=O